tert-butyl (1-(5-((7R,14S)-1-hydroxy-6-methyl-5-oxo-5,6,7,14-tetrahydro-7,14-methanobenzo[c]pyrido[1',2':1,5]pyrazolo[4,3-f]azocin-12-yl)pyrimidin-2-yl)cyclobutyl)carbamate OC1=CC=CC=2C(N([C@H]3C=4C([C@@H](C21)C3)=C3N(N4)C=CC(=C3)C=3C=NC(=NC3)C3(CCC3)NC(OC(C)(C)C)=O)C)=O